5-[[3-Chloro-4-[(7R)-3-(3,5-difluorophenyl)-2,7-dimethyl-5,7-dihydro-4H-pyrazolo[3,4-c]pyridine-6-carbonyl]-2-pyridyl]oxymethyl]oxazolidin-2-one ClC=1C(=NC=CC1C(=O)N1[C@@H](C=2C(CC1)=C(N(N2)C)C2=CC(=CC(=C2)F)F)C)OCC2CNC(O2)=O